2-carbethoxyphenol C(=O)(OCC)C1=C(C=CC=C1)O